N[C@H](CC1=C(C2=NC(=CC(=C2S1)NCC=1SC=CN1)Cl)Cl)CCF 2-[(2S)-2-amino-4-fluorobutyl]-3,5-dichloro-N-[(1,3-thiazol-2-yl)methyl]thieno[3,2-b]pyridin-7-amine